C(C)(C)C1=C(C=CC=C1)N1C(SCC1=O)=NN=CC1=CC=C(C=C1)C1=NN(C(=N1)N1CCC(CC1)C(F)(F)F)C 3-(2-Isopropylphenyl)-2-[[4-[1-methyl-5-[4-(trifluoromethyl)-1-piperidyl]-1,2,4-triazol-3-yl]phenyl]methylenehydrazono]thiazolidin-4-on